C(C)(C)(C)OC(=O)N(C(C)C)CC1=C(CN(C(=O)C2(CCN(CC2)C(=O)OCC2=CC=CC=C2)CC)CC(=O)OC)C=CC=C1 Benzyl 4-((2-(((tert-butoxycarbonyl) (isopropyl) amino) methyl) benzyl) (2-methoxy-2-oxoethyl) carbamoyl)-4-ethylpiperidine-1-carboxylate